C(C)(C)(C)OC(=O)N(C1=CC2=C(C(=NO2)N(S(=O)(=O)C2=C(C=C(C(=O)O)C=C2OC)OC)CC2=CC=C(C=C2)OC)C=C1OC)C1=NN(C(=C1)C1CC1)C1OCCCC1 4-{(6-{(tert-butoxycarbonyl)[5-cyclopropyl-1-(oxan-2-yl)-1H-pyrazol-3-yl]amino}-5-methoxy-1,2-benzoxazol-3-yl)[(4-methoxyphenyl)methyl]sulfamoyl}-3,5-dimethoxybenzoic acid